2-Amino-N-(1-{8-chloro-5-[(3S)-3-fluoropyrrolidin-1-yl]imidazo[1,5-a]pyridin-6-yl}ethyl)pyrazolo[1,5-a]pyrimidine-3-carboxamide magnesium chromium aluminum [Al].[Cr].[Mg].NC1=NN2C(N=CC=C2)=C1C(=O)NC(C)C=1C=C(C=2N(C1N1C[C@H](CC1)F)C=NC2)Cl